CC1=C(OC=2C=C3CCC[C@@H](C3=CC2)CNC=2C=NC=CC2C(=O)O)C=CC=C1 3-({[(1S)-6-(2-methylphenoxy)-1,2,3,4-tetrahydronaphthalen-1-yl]methyl}amino)pyridine-4-carboxylic acid